N1=CC(=CC=C1)CNC(=O)NC1=CC=C(C=C1)S(NC1=CC(=CC=C1)OC(F)(F)F)(=O)=O 1-(pyridin-3-ylmethyl)-3-(4-{[3-(trifluoromethoxy)phenyl]sulfamoyl}phenyl)urea